OC1=CC(=C2C(CC(OC2=C1)C1=CC(=C(C=C1)O)OC)=O)OC 7,4'-dihydroxy-5,3'-dimethoxyflavanone